C(C)(C)N1N=CC(=C1)[C@H](CN1CCCCC1)NC1=NC(=NC=2CC[C@H](CC12)C1=CC=CC=C1)N[C@H](CC)C1CCC(CC1)C(=O)O (1R,4r)-4-((R)-1-(((R)-4-(((R)-1-(1-isopropyl-1H-pyrazol-4-yl)-2-(piperidin-1-yl)ethyl)amino)-6-phenyl-5,6,7,8-tetrahydroquinazolin-2-yl)amino)propyl)cyclohexane-1-carboxylic acid